3-morpholino-1-(6-(trifluoromethyl)pyridin-3-yl)-1H-pyrazole-4-carboxylic acid ethyl ester C(C)OC(=O)C=1C(=NN(C1)C=1C=NC(=CC1)C(F)(F)F)N1CCOCC1